4-amino-N-(2-(3,4-dichlorophenyl)thiazol-4-yl)butanamide NCCCC(=O)NC=1N=C(SC1)C1=CC(=C(C=C1)Cl)Cl